B(OCC)(OCC)OCCCCCC diethyl hexyl borate